CSC=1N(C2=C(C(=NC=3N=CC=CC23)N)N1)CC1=CC=C(C=C1)CN1CCCC1 2-(methylthio)-1-(4-(pyrrolidin-1-ylmethyl)benzyl)-1H-imidazo[4,5-c][1,8]naphthyridin-4-amine